3-amino-N-(3-(4-amino-4-methylpiperidin-1-yl)pyridin-2-yl)-6-(4-ethoxy-3-fluoropyridin-2-yl)pyrazine-2-carboxamide NC=1C(=NC(=CN1)C1=NC=CC(=C1F)OCC)C(=O)NC1=NC=CC=C1N1CCC(CC1)(C)N